CN1CNC=C1 3-methyl-1,3-dihydro-2H-imidazol